[Na+].OC1CC(C1)(C(=O)[O-])C(=O)[O-].[Na+] 3-hydroxycyclobutane-1,1-dicarboxylic acid sodium salt